OC=C(C(=O)NC)OC1=CC=C2C(=CC(OC2=C1)=O)C1=C(C=CC=C1)C (S)-3-hydroxy-N-methyl-2-((2-oxo-4-(o-tolyl)-2H-chromen-7-yl)oxy)propenamide